COC1=CC=C(C=C1)C(NC(=O)C1=CN=C(NC1=O)C=1N=NC=CC1)C1=CC=C(C=C1)OC N-(BIS(4-METHOXYPHENYL)METHYL)-6-OXO-2-(PYRIDAZIN-3-YL)-1,6-DIHYDROPYRIMIDIN-5-CARBOXAMID